dimethylsilyl-(4-tert-butyl-5-isopropyl-3,8-dimethyl-2,4-dihydroazulenyl)(2,3,4,5-tetramethylcyclopentadienyl)zirconium dichloride [Cl-].[Cl-].C[SiH](C)[Zr+2](C1C(=C(C(=C1C)C)C)C)C=1CC(=C2C(C(=CC=C(C12)C)C(C)C)C(C)(C)C)C